4E-decadienoic acid-N-([2R]-2-methylbutyl) amide C[C@@H](CNC(C=C\C=C\CCCCC)=O)CC